[4-fluoro-2-(2-methoxyethyl)phenyl]boronic acid FC1=CC(=C(C=C1)B(O)O)CCOC